4-(2-(3,10-dimethyl-2,3,4,4a,5,6-hexahydro-1H-pyrazino[1,2-a]quinolin-8-yl)-5-tosyl-5H-pyrrolo[2,3-b]pyrazin-7-yl)-N,N,2-trimethylbenzamide CN1CC2N(C3=C(C=C(C=C3CC2)C=2N=C3C(=NC2)N(C=C3C3=CC(=C(C(=O)N(C)C)C=C3)C)S(=O)(=O)C3=CC=C(C)C=C3)C)CC1